OC[C@H](C[C@H]1C(NCC1)=O)NC([C@H](CC(C)C)NC(OC1CCCCC1)=O)=O cyclohexyl ((S)-1-(((S)-1-hydroxy-3-((S)-2-oxopyrrolidin-3-yl)propan-2-yl)amino)-4-methyl-1-oxopentan-2-yl)carbamate